C(COC(=O)C=1C=[N+](C=CC1)[C@@H]1O[C@@H]([C@H]([C@H]1OC(C)=O)OC(C)=O)COC(C)=O)OC(=O)C=1C=[N+](C=CC1)[C@@H]1O[C@@H]([C@H]([C@H]1OC(C)=O)OC(C)=O)COC(C)=O 3,3'-((ethane-1,2-diylbis(oxy))bis(carbonyl))bis(1-((2r,3r,4r,5r)-3,4-diacetoxy-5-(acetoxymethyl)tetrahydrofuran-2-yl)pyridin-1-ium)